(1-(2,4-dichlorophenoxy)ethyl)furan-2-carboxylic acid ClC1=C(OC(C)C2=C(OC=C2)C(=O)O)C=CC(=C1)Cl